4-Methylimidazolin CC1CN=CN1